1'-(6-amino-5-((2-amino-3-chloropyridin-4-yl)thio)pyrazin-2-yl)-2,3-dihydrospiro[indene-1,4'-piperidin]-2-amine NC1=C(N=CC(=N1)N1CCC2(CC1)C(CC1=CC=CC=C12)N)SC1=C(C(=NC=C1)N)Cl